C(C)(C)C1=CC(=NN1)NC1=NC(=CN=C1)OC1CCNCC1 N-(5-isopropyl-1H-pyrazol-3-yl)-6-(piperidin-4-yloxy)pyrazin-2-amine